CN1CCN(CC1)CCOC1=NC2=CC=CC=C2C=N1 (2-(4-methylpiperazin-1-yl)ethoxy)quinazoline